NC1=C(C=C(C=N1)NC(C(=O)N1C(CCC(C1)C)C=1C=CC2=C(N=C(S2)CCN(C)C)C1)=O)CC Racemic-N-(6-amino-5-ethylpyridin-3-yl)-2-(2-(2-(2-(dimethylamino)ethyl)benzo[d]thiazol-5-yl)-5-methylpiperidin-1-yl)-2-oxoacetamide